5-Fluoro-4-(piperazin-1-yl)-N-(quinoxalin-6-ylmethyl)-6-(trifluoromethyl)pyridin-3-amine FC=1C(=C(C=NC1C(F)(F)F)NCC=1C=C2N=CC=NC2=CC1)N1CCNCC1